7-((2-methyl-[1,1'-biphenyl]-3-yl)methoxy)-2,3-dihydro-1H-inden CC1=C(C=CC=C1COC=1C=CC=C2CCCC12)C1=CC=CC=C1